(1R,2R)-2-[4-(3-methyl-1H-pyrazol-5-yl)benzoyl]-N-(4-oxo-4,5,6,7-tetrahydropyrazolo[1,5-a]pyrazin-3-yl)cyclohexanecarboxamide HCl Cl.CC1=NNC(=C1)C1=CC=C(C(=O)[C@H]2[C@@H](CCCC2)C(=O)NC=2C=NN3C2C(NCC3)=O)C=C1